ClC1=C(OCC2=C(OC3CCN(CC3)CC3=NC4=C(N3CC3=CN=CN3CC)C=C(C=C4)C(=O)O)C=CC=C2)C=CC(=C1)Cl 2-[(4-{2-[(2,4-dichlorophenoxy)methyl]phenoxy}piperidin-1-yl)methyl]-1-[(1-ethyl-1H-imidazol-5-yl)methyl]-1H-1,3-benzodiazole-6-carboxylic acid